FC1(CCC(CC1)OC=1C(=NC=CN1)N1CCN(CC1)C(=O)OC(C)(C)C)F tert-butyl 4-{3-[(4,4-difluorocyclohexyl)oxy]pyrazin-2-yl}piperazine-1-carboxylate